OC1=C(C=CC=C1)C=1C(=C(C=CC1C)C)C1=C(C=CC=C1)O Bis(HydroxyPhenyl)-p-Xylene